rac-N-((4R,5S)-4-(3-(4-(dimethylamino)but-2-ynamido)phenyl)-7-ethyl-3-methyl-6-oxo-1-phenyl-4,5,6,7-tetrahydro-1H-pyrazolo[3,4-b]pyridin-5-yl)-3-(trifluoromethyl)benzamide CN(CC#CC(=O)NC=1C=C(C=CC1)[C@@H]1C2=C(N(C([C@H]1NC(C1=CC(=CC=C1)C(F)(F)F)=O)=O)CC)N(N=C2C)C2=CC=CC=C2)C |r|